3-Methyl-3-mercaptobutyric acid CC(CC(=O)O)(C)S